tert-butyl {2-[4-fluoro-2-(2,2,2-trifluoroethoxy)anilino] ethyl}carbamate FC1=CC(=C(NCCNC(OC(C)(C)C)=O)C=C1)OCC(F)(F)F